Perfluorophenyl (4aS,6aR,6bS,8aR,12aS,14aR,14bS)-l-1-cyano-2,2,6a,6b,9,9,12a-heptamethyl-10,14-dioxo-1,3,4,5,6,6a,6b,7,8,8a,9,10,12a,14,14a,14b-hexadecahydropicene-4a(2H)-carboxylate C(#N)C1C(CC[C@@]2(CC[C@]3([C@@]4(CC[C@H]5C(C(C=C[C@@]5(C4=CC([C@@H]3[C@@H]21)=O)C)=O)(C)C)C)C)C(=O)OC2=C(C(=C(C(=C2F)F)F)F)F)(C)C